C(C)(C)NC(CC=1C(NC2=C(C=CC=C2C1)OCC1=CC=CC=C1)=O)CC (2-isopropylaminobutyl)-8-benzyloxyquinolone